The molecule is a cholanic acid anion that is the conjugate base of 7,12-dioxolithocholic acid, obtained by deprotonation of the carboxy group; major species at pH 7.3. It is a conjugate base of a 7,12-dioxolithocholic acid. C[C@H](CCC(=O)[O-])[C@H]1CC[C@@H]2[C@@]1(C(=O)C[C@H]3[C@H]2C(=O)C[C@H]4[C@@]3(CC[C@H](C4)O)C)C